OC1=C(C=CC(=C1)C1OC2=CC(=CC(=C2CC1OC(=O)C1=CC(=C(C(=C1)O)O)O)O)O)[O-] 2-hydroxy-4-(5,7-dihydroxy-3-{[(3,4,5-trihydroxyphenyl)carbonyl]oxy}-3,4-dihydro-2H-chromen-2-yl)phenolate